ClC1=C(C=C(C(=C1)NC1=C(C=CC=C1)C(F)(F)F)C)N=CN(C)CC N'-(2-chloro-5-methyl-4-((2-(trifluoromethyl)phenyl)amino)phenyl)-N-ethyl-N-methylformimidamide